(E)-3-(2-methoxyphenyl)-N-(prop-2-yn-1-yl)prop-2-en-1-amine COC1=C(C=CC=C1)/C=C/CNCC#C